6-chloro-N-methyl-4-((2-methyl-4H-benzo[b][1,2,4]triazolo[1,5-d][1,4]oxazin-6-yl)amino)pyridazine-3-carboxamide ClC1=CC(=C(N=N1)C(=O)NC)NC1=CC=CC2=C1OCC=1N2N=C(N1)C